4-[1-(4-fluorophenyl)-4-hydroxy-2-(1-methoxycarbonyl-4-piperidinyl)indol-3-yl]benzoic acid FC1=CC=C(C=C1)N1C(=C(C2=C(C=CC=C12)O)C1=CC=C(C(=O)O)C=C1)C1CCN(CC1)C(=O)OC